(1S,3S)-3-((6-(5-((((Cyclobutyl-methoxy)carbonyl)amino)methyl)-1-methyl-1H-pyrazol-4-yl)-2-methyl-pyridin-3-yl)oxy)cyclohexan C1(CCC1)COC(=O)NCC1=C(C=NN1C)C1=CC=C(C(=N1)C)OC1CCCCC1